FC=1C=C(NC2=CC3=C(C(=N2)C(=O)NC(CC)(C)C)OCO3)C=C(C1)F 6-(3,5-difluoroanilino)-N-(1,1-dimethylpropyl)-[1,3]dioxolo[4,5-c]pyridine-4-carboxamide